C\C(=C/CO)\CC\C=C(\CC\C=C(\CCC=C(C)C)/C)/C (E,E,E)-3,7,11,15-Tetramethyl-2,6,10,14-hexadecatetraen-1-ol